N-benzyl-N-(5-(furan-2-yl)-1,2,4-oxadiazol-3-yl)-3-phenylpropiolamide C(C1=CC=CC=C1)N(C(C#CC1=CC=CC=C1)=O)C1=NOC(=N1)C=1OC=CC1